COC1=C(C(=O)N(C)C2CC3(CN(C3)C(=O)OC(C)(C)C)C2)C=CC(=C1)C1=NC(=CN=C1)C=1SC=C(C1)NC(CCCC)=O Tert-butyl 6-(2-methoxy-N-methyl-4-(6-(4-pentamidothiophen-2-yl) pyrazin-2-yl) benzamido)-2-azaspiro[3.3]heptane-2-carboxylate